[N+](=O)([O-])N(C(=O)N)[N+](=O)[O-] N,N-dinitrourea